[Li].C(C)(C)(C)OC(=O)N(C1CN(CC1)C=1N=CC(=NC1)C(=O)O)C1CC1 5-(3-((tert-butoxycarbonyl)(cyclopropyl)amino)pyrrolidin-1-yl)pyrazine-2-carboxylic acid lithium